C(C1=CC=CC=C1)OC(=O)NCCCNC1CCC(CC1)C(C1=CC(=NC(=C1)Cl)N1CCN(CC1)S(=O)(=O)C1=CC=C(C=C1)N1C[C@@H](CC1=O)NC(OC(C)(C)C)=O)(F)F Tert-butyl N-[(3R)-1-[4-[4-[4-[[4-[3-(benzyloxycarbonylamino)propylamino]cyclohexyl]-difluoro-methyl]-6-chloro-2-pyridyl]piperazin-1-yl]sulfonylphenyl]-5-oxo-pyrrolidin-3-yl]carbamate